OC(C)C=1C(=NC(=CC1)N1C=NC2=C1C=CC(=C2)NC=2N=NC(=CC2)C)C=2OC=CC2C#N 2-[3-(1-hydroxyethyl)-6-[5-[(6-methylpyridazin-3-yl)amino]benzimidazol-1-yl]-2-pyridinyl]furan-3-carbonitrile